N-[2-Hydroxy-2-(4-Hydroxy-phenyl)-ethyl]-N-methyl-formamide OC(CN(C=O)C)C1=CC=C(C=C1)O